5-chloro-1'-[2-(3,5-difluoro-4-methanesulfonyl-phenoxy)ethyl]-1,2-dihydrospiro[indole-3,4'-piperidin]-2-one ClC=1C=C2C(=CC1)NC(C21CCN(CC1)CCOC1=CC(=C(C(=C1)F)S(=O)(=O)C)F)=O